C(C1=CC=CC=C1)N([C@@H]1CN(C[C@H]1F)C(=O)OC(C)(C)C)CC1=CC=CC=C1 tert-butyl (3r,4r)-3-(dibenzylamino)-4-fluoropyrrolidine-1-carboxylate